(S)-N-(1-amino-3-hydroxy-1-oxopropan-2-yl)-2-methyl-5-((2-methylthiazol-4-yl)methoxy)benzofuran-3-carboxamide NC([C@H](CO)NC(=O)C1=C(OC2=C1C=C(C=C2)OCC=2N=C(SC2)C)C)=O